FC(C(=O)N1CC(C1)C1=NN(C2=NC=CC(=C21)C=2C=NN(C2)CCO)C2=CC=C(C=C2)OC(F)(F)F)=C 2-Fluoro-1-(3-(4-(1-(2-hydroxyethyl)-1H-pyrazol-4-yl)-1-(4-(trifluoromethoxy)phenyl)-1H-pyrazolo[3,4-b]pyridin-3-yl)azetidin-1-yl)prop-2-en-1-one